ethyl 2-(5-bromo-7,8-dichloro-9-methyl-3-oxo-2,3,4,9-tetrahydro-1H-carbazol-1-yl)acetate BrC1=C2C=3CC(CC(C3N(C2=C(C(=C1)Cl)Cl)C)CC(=O)OCC)=O